phenyl (R)-(1-(3-(3,4-dimethoxyphenyl)-2,6-dimethylimidazo[1,2-b]pyridazin-8-yl)pyrrolidin-3-yl)-carbamate COC=1C=C(C=CC1OC)C1=C(N=C2N1N=C(C=C2N2C[C@@H](CC2)NC(OC2=CC=CC=C2)=O)C)C